5-((triisopropylsilyl)ethynyl)-2-((2-(trimethylsilyl)ethoxy)methyl)-2H-thieno[3,2-f]indazol-4-yl trifluoromethanesulfonate FC(S(=O)(=O)OC=1C2=CN(N=C2C=C2C1C(=CS2)C#C[Si](C(C)C)(C(C)C)C(C)C)COCC[Si](C)(C)C)(F)F